(2-methyl-benzimidazol-1-yl)acetic acid CC1=NC2=C(N1CC(=O)O)C=CC=C2